3-oxopiperidine-1-carboxylic acid O=C1CN(CCC1)C(=O)O